1-(4-chloronaphthalen-2-yl)pyrrolidin ClC1=CC(=CC2=CC=CC=C12)N1CCCC1